7-(4-triflylbenzyl)-2,7-diazaspiro[3.5]nonane-2-carboxylic Acid Tert-Butyl Ester C(C)(C)(C)OC(=O)N1CC2(C1)CCN(CC2)CC2=CC=C(C=C2)S(=O)(=O)C(F)(F)F